4-[2-(carbamoylamino)ethoxy]-N-(4-fluorobicyclo[4.2.0]octa-1,3,5-trien-7-yl)-N'-hydroxy-1,2,5-oxadiazole-3-carboximidamide C(N)(=O)NCCOC=1C(=NON1)C(NC1C2=CC(=CC=C2C1)F)=NO